O1N=C(C=C1)NS(=O)(=O)C=1C=C2C=CC(N(C2=CC1)C1=C(C=C(C=C1)C1(CCC1)C(F)(F)F)OC)=O trans-(P)-N-(isoxazol-3-yl)-1-(2-methoxy-4-((trifluoromethyl)cyclobutyl)phenyl)-2-oxo-1,2-dihydroquinoline-6-sulfonamide